N=1C=NN2C1C=CC(=C2)C2=CC(=CC(=N2)N2N=CC=1C(=NC(=CC12)C=1C=NC=CC1OC)C)N1[C@@H]([C@H](C1)CS(=O)(=O)C)C 1-(6-([1,2,4]triazolo[1,5-a]pyridin-6-yl)-4-((2R,3S)-2-methyl-3-((methylsulfonyl)methyl)azetidin-1-yl)pyridin-2-yl)-6-(4-methoxypyridin-3-yl)-4-methyl-1H-pyrazolo[4,3-c]pyridine